BrC1=NC(=CC2=C1C=NN2C)C(=O)NCC2=C(C=C(C=C2)OC)OC 4-bromo-N-(2,4-dimethoxybenzyl)-1-methyl-1H-pyrazolo[4,3-c]pyridine-6-carboxamide